C(C(O)C)(=O)[O-].[K+] potassium lactate salt